CC1=C(N=NN1C1CCN(CC1)C1COC1)C1=CC=2N(C(=C1)NCC(C(F)(F)F)C1=NC=C(C=C1)F)C(=CN2)C#N 7-[5-Methyl-1-[1-(oxetan-3-yl)-4-piperidyl]triazol-4-yl]-5-[[3,3,3-trifluoro-2-(5-fluoro-2-pyridyl)propyl]amino]imidazo[1,2-a]pyridine-3-carbonitrile